C(C)(C)(C)OC(=O)N1CCN(CC1)C(CC1(CCN(CC1)C1=C(C=C(C=C1)NC1C(NC(CC1)=O)=O)C(F)(F)F)O)=O 4-[2-[1-[4-[(2,6-dioxo-3-piperidyl)amino]-2-(trifluoromethyl)phenyl]-4-hydroxy-4-piperidyl]acetyl]piperazine-1-carboxylic acid tert-butyl ester